ClC=1C=C(C(=C(C(=O)NC=2SC3=C(N2)C(=CC(=C3)C(F)(F)F)C3CCN(CC3)C)C1)O)C 5-chloro-2-hydroxy-3-methyl-N-(4-(1-methylpiperidin-4-yl)-6-(trifluoromethyl)benzo[d]thiazol-2-yl)benzamide